FC(CC(C(=O)NC1=NC=CC(=C1)C1=C(C2=NC=C(C=C2N1)OC)C1=NC=CC=C1)C1=CC=C(C=C1)F)F 4,4-difluoro-2-(4-fluorophenyl)-N-{4-[6-methoxy-3-(pyridin-2-yl)-1H-pyrrolo[3,2-b]pyridin-2-yl]pyridin-2-yl}butanamide